[2,3-dihexyl-(1-aziridinyl)] propionate C(CC)(=O)ON1C(C1CCCCCC)CCCCCC